5-(3-amino-4-fluorophenyl)-2-(N,N-bis-tert-butoxycarbonylamino)-1H-imidazole NC=1C=C(C=CC1F)C1=CN=C(N1)N(C(=O)OC(C)(C)C)C(=O)OC(C)(C)C